6-[(2S)-2-aminopropyl]-2-chloro-5-fluoro-N-[(2-fluorophenyl)methyl]-7H-pyrrolo[2,3-d]pyrimidin-4-amine hydrochloride Cl.N[C@H](CC1=C(C2=C(N=C(N=C2NCC2=C(C=CC=C2)F)Cl)N1)F)C